1-(7-((5-Chloro-4-((2-(dimethylphosphoryl)phenyl)amino)pyrimidin-2-yl)amino)-4,4-dimethyl-3,4-dihydroisoquinolin-2(1H)-yl)-2,2,2-trifluoroethan-1-one ClC=1C(=NC(=NC1)NC1=CC=C2C(CN(CC2=C1)C(C(F)(F)F)=O)(C)C)NC1=C(C=CC=C1)P(=O)(C)C